N1(C=NC=C1)CCCCSC=1OC(=NN1)C1=C(C=C(C=C1)Cl)Cl ((4-(1H-imidazol-1-yl)butyl)thio)-5-(2,4-dichlorophenyl)-1,3,4-oxadiazole